1-hexyl-2,3-diisopropylguanidine C(CCCCC)NC(=NC(C)C)NC(C)C